ClC=1C=CC2=C(N(C(C(N2C)=O)=O)C2CCN(CC2)CC2=CC=C(C=C2)OC(F)(F)F)N1 6-Chloro-1-methyl-4-(1-(4-(trifluoromethoxy)benzyl)piperidin-4-yl)-1,4-dihydropyrido[2,3-b]pyrazine-2,3-dione